cis-methyl (1R,4R)-4-[[3-[4-[2-(2-amino-3-pyridyl)-5-phenyl-imidazo[4,5-b]pyridin-3-yl] phenyl] azetidin-1-yl] methyl]-2,2-dimethyl-cyclohexanecarboxylate NC1=NC=CC=C1C1=NC=2C(=NC(=CC2)C2=CC=CC=C2)N1C1=CC=C(C=C1)C1CN(C1)C[C@H]1CC([C@@H](CC1)C(=O)OC)(C)C